FC1=C(CNC(=O)C2CC(C2)OCC2=CC=C(C=C2)C(F)(F)F)C=CC(=C1C=1NC(C=C(N1)C(F)(F)F)=O)C(F)(F)F N-{2-fluoro-3-[6-oxo-4-(trifluoromethyl)-1,6-dihydropyrimidin-2-yl]-4-(trifluoromethyl)benzyl}-3-{[4-(trifluoromethyl)benzyl]oxy}cyclobutane-1-carboxamide